[Si](C1=CC=CC=C1)(C1=CC=CC=C1)(C(C)(C)C)OCC[C@H]1C[C@@H](CC1)O |o1:20,22| (1R*-3S*)-3-(2-((tert-butyldiphenylsilyl)oxy)ethyl)cyclopentan-1-ol